N[C@H](C(=O)OC)C(C)(C)C methyl (S)-2-amino-3,3-dimethylbutyrate